2-[p-(chloromethyl)phenyl]-1-methyl-4-(trifluoromethyl)imidazole ClCC1=CC=C(C=C1)C=1N(C=C(N1)C(F)(F)F)C